C(C1=CC=CC=C1)(=O)SCCO S-(2-hydroxyethyl) thiobenzoate